FC1=C(C=CC2=C1C(=C(O2)C)C(=O)NC2(CCOCC2)CO)OCC2=C(N=CS2)C 4-fluoro-N-(4-(hydroxymethyl)tetrahydro-2H-pyran-4-yl)-2-methyl-5-((4-methylthiazol-5-yl)-methoxy)benzofuran-3-carboxamide